7-Chloro-N-(1,1-dicyclopropyl-2,2,2-trifluoroethyl)-6-fluoro-4-oxo-1-(2,4,6-trifluoro-phenyl)-1,4-dihydro-1,8-naphthyridine-3-carboxamide ClC1=C(C=C2C(C(=CN(C2=N1)C1=C(C=C(C=C1F)F)F)C(=O)NC(C(F)(F)F)(C1CC1)C1CC1)=O)F